C/C/1=C/C(=O)[C@H]([C@H]([C@@H]2CC([C@H]2CC1)(C)C)CO)O The molecule is a sesquiterpenoid based on the caryophyllene ring system. Isolated from the fungal fermentation broth of Chrysosporium pilosum, it exhibits antifungal activity. It has a role as a metabolite and an antifungal agent. It is a sesquiterpenoid, a carbobicyclic compound, a primary alcohol, a secondary alcohol, an enone and a secondary alpha-hydroxy ketone.